O=C1N(C(CC1)=O)C(C(=O)[O-])(COCCOCCOCCOCCOCCOCCOCCOCCOCCOCCOCCOCCOCCC(=O)[O-])N1C(CCC1=O)=O bis(2,5-dioxopyrrolidin-1-yl)4,7,10,13,16,19,22,25,28,31,34,37,40-tridecaoxatritetracontanedioate